3-(2-(4-fluorophenoxy)ethyl)urea FC1=CC=C(OCCNC(N)=O)C=C1